benzyl (3S)-3-(hydroxymethyl)-5-oxo-piperazine-1-carboxylate OC[C@@H]1CN(CC(N1)=O)C(=O)OCC1=CC=CC=C1